tert-butyl N-[3-methyl-5-[[2-[(2R,5S)-5-methyl-2-(5-methyl-2-pyridyl)-1-piperidyl]-2-oxo-acetyl]amino]-2-pyridyl]carbamate CC=1C(=NC=C(C1)NC(C(=O)N1[C@H](CC[C@@H](C1)C)C1=NC=C(C=C1)C)=O)NC(OC(C)(C)C)=O